FC(OC1=C(C=CC(=C1F)F)[C@@H]1[C@@H](O[C@@]([C@@H]1C)(C(F)(F)F)C)C(=O)NC1=CC(=NC=C1C)C(=O)N)F (2R,3R,4R,5S)-4-[[3-[2-(Difluoromethoxy)-3,4-difluorophenyl]-4,5-dimethyl-5-(trifluoromethyl)tetrahydrofuran-2-carbonyl]-amino]-5-methyl-pyridin-2-carboxamid